(R)-5-(2-((1-(2-(bis(4-methoxybenzyl)amino)pyridin-3-yl)ethyl)amino)ethoxy)-2,7-dichloro-8-fluoropyrido[4,3-d]pyrimidin-4-ol COC1=CC=C(CN(C2=NC=CC=C2[C@@H](C)NCCOC2=NC(=C(C=3N=C(N=C(C32)O)Cl)F)Cl)CC3=CC=C(C=C3)OC)C=C1